C(C)(C)(C)N(CC(=O)O)CCO.C(C)(C)OC=1C=C(C=CC1)NC(C1=C(C=C(C=C1)C(F)(F)F)S(=O)(=O)C)=O N-(3-isopropoxyphenyl)-2-methylsulfonyl-4-(trifluoromethyl)benzamide tert-butyl-(2-hydroxyethyl)glycinate